N1C(=CC=C1)C1=CC(C2=CC=CC=C12)N(C(C)(C)C)[Ti](C)C (3-pyrrolyl-indenyl-tertiary butylamino)dimethyl-titanium